C(CCC)N1C(C2=CC=CC=C2C=C1)=O 2-butylisoquinolin-1(2H)-one